2-(2-(2-(4-Methoxyphenyl)-1,3-dithian-2-yl)vinyl)-1H-pyrrole COC1=CC=C(C=C1)C1(SCCCS1)C=CC=1NC=CC1